C1=C(C=CC=2C3=CC=CC=C3CC12)S(=O)(=O)NC1=C(C=CC=C1)C#CC1=CC=C(C(=O)O)C=C1 4-{2-[2-(9H-fluorene-2-sulfonamido)phenyl]ethynyl}benzoic acid